C[Si](=[Zr](C1C=CC2=CC=CC=C12)C1C=CC2=CC=CC=C12)C dimethylsilylenebis(indenyl)zirconium